7-(tritylthio)heptanoic acid C(C1=CC=CC=C1)(C1=CC=CC=C1)(C1=CC=CC=C1)SCCCCCCC(=O)O